1-(3-(benzyloxy)-5-(difluoromethyl)phenyl)ethanone C(C1=CC=CC=C1)OC=1C=C(C=C(C1)C(F)F)C(C)=O